C(#N)C=1C=C(C=NC1N1N=CC=N1)NC(=O)C=1C=NN(C1C(F)(F)F)C1=CC=NC2=CN=CC=C12 N-(5-cyano-6-(2H-1,2,3-triazol-2-yl)pyridin-3-yl)-1-(1,7-naphthyridin-4-yl)-5-(trifluoromethyl)-1H-pyrazole-4-carboxamide